methanesulfonic acid 2,2-difluoroethyl ester FC(COS(=O)(=O)C)F